2-chloro-2'-methyl-6'-(1-methyltriazol-4-yl)spiro[4,5-dihydrothieno[2,3-c]pyran-7,4'-piperidine] hydrochloride Cl.ClC1=CC2=C(S1)C1(CC(NC(C1)C=1N=NN(C1)C)C)OCC2